1-(1-hydroxy-2-methylpropan-2-yl)-N,N-bis(4-methoxybenzyl)-1H-pyrazolo-[3,4-b]pyridine-3-sulfonamide OCC(C)(C)N1N=C(C=2C1=NC=CC2)S(=O)(=O)N(CC2=CC=C(C=C2)OC)CC2=CC=C(C=C2)OC